NC1=C(C(=CC=C1)CNC(=O)NC)NC(NC(CC(=O)OC)(C)C1=CC(=CC=C1)C(F)(F)F)=S methyl 3-(3-(2-amino-6-((3-methylureido)methyl)phenyl)thioureido)-3-(3-(trifluoromethyl)phenyl)butanoate